(S)-6-acetamido-3-aminohexanoic acid C(C)(=O)NCCC[C@@H](CC(=O)O)N